3-((1S)-1,2-Dimethoxypropyl)-6-fluoro-2-methoxybenzaldehyde CO[C@H](C(C)OC)C=1C(=C(C=O)C(=CC1)F)OC